(±)-4-(4-(bicyclo[2.2.1]heptanyl)phenoxy)benzoic acid C12(CCC(CC1)C2)C2=CC=C(OC1=CC=C(C(=O)O)C=C1)C=C2